ClC1=CC=C2C=NNC(C2=C1)=O 7-chlorophthalazin-1(2H)-one